ethyl 4-[(4-chloro-2-methylphenyl)amino]-6-methoxy-3-quinolinecarboxylate ClC1=CC(=C(C=C1)NC1=C(C=NC2=CC=C(C=C12)OC)C(=O)OCC)C